4-Ethyl-8-((5-methyl-1-(1-methyl-1H-pyrazol-4-yl)-1H-indazol-6-yl)oxy)-5,6,7,8-tetrahydroquinoline-3-carbonitrile C(C)C1=C(C=NC=2C(CCCC12)OC1=C(C=C2C=NN(C2=C1)C=1C=NN(C1)C)C)C#N